BrC1=CC2=C(S1)C(C1=C(SC(=C1)Br)C2=O)=O 2,6-dibromobenzo[1,2-b:4,5-b']dithiophene-4,8-dione